(1R,3S)-3-(5-amino-1H-pyrazol-3-yl)cyclopentyl (2,2-difluoro-1-methylcyclopropyl)carbamate FC1(C(C1)(C)NC(O[C@H]1C[C@H](CC1)C1=NNC(=C1)N)=O)F